COC(C1=CC(=C(C=C1)NC(CC1CC1)=O)OC)=O 4-(2-cyclopropylacetamido)-3-methoxybenzoic acid methyl ester